3-methoxy-2-{[(3R,6R)-6-methyl-1-{[5-methyl-2-(2H-1,2,3-triazol-2-yl)phenyl]carbonyl}piperidin-3-yl]oxy}pyridine-4-carbonitrile COC=1C(=NC=CC1C#N)O[C@H]1CN([C@@H](CC1)C)C(=O)C1=C(C=CC(=C1)C)N1N=CC=N1